O=C1N(CC2=CC(=CC=C12)O[C@@H]1[C@@H](CCCC1)N1CC(C1)C1=NC=CC=C1)C1C(NC(CC1)=O)=O 3-(1-oxo-5-(((1S,2R)-2-(3-(pyridin-2-yl)azetidin-1-yl)-cyclohexyl)oxy)isoindolin-2-yl)piperidine-2,6-dione